tert-butyl N-[1-[2-(6-chloropyrimidin-4-yl)-1,2,4-triazol-3-yl]ethyl]carbamate ClC1=CC(=NC=N1)N1N=CN=C1C(C)NC(OC(C)(C)C)=O